N1CCC(CC1)CNC(OCC1=CC=CC=C1)=O benzyl (piperidin-4-ylmethyl)carbamate